COCC1(CCN(CC1)CCC1=CNC2=CC=C(C=C12)C)N(C(CC)=O)C1=CC=CC=C1 N-(4-(methoxymethyl)-1-(2-(5-methyl-1H-indol-3-yl)ethyl)piperidin-4-yl)-N-phenylpropionamide